FC1=C2C(=CN=C1C)NC(=C2C)C(=O)OC methyl 4-fluoro-3,5-dimethyl-1H-pyrrolo[2,3-c]pyridine-2-carboxylate